COC(=O)C1=NC(=C(C=C1)Br)OC 5-bromo-6-methoxy-pyridine-2-carboxylic acid methyl ester